phenyl-triisopropyl-ammonium chloride [Cl-].C1(=CC=CC=C1)[N+](C(C)C)(C(C)C)C(C)C